4-((2-(2,6-dioxopiperidin-3-yl)-1,3-dioxoisoindolin-5-yl)amino)butanoic acid O=C1NC(CCC1N1C(C2=CC=C(C=C2C1=O)NCCCC(=O)O)=O)=O